2-[[4-[5-cyclopropyl-4-methyl-2-(2H-tetrazol-5-yl)phenyl]piperazin-1-yl]methyl]-1,3-benzothiazole C1(CC1)C=1C(=CC(=C(C1)N1CCN(CC1)CC=1SC2=C(N1)C=CC=C2)C=2N=NNN2)C